ClC=1C=CC2=C(CC(CC=3N2C(=NN3)[C@@H]3CC[C@H](CC3)C(=O)N3CCN(CC3)C)OC)C1 [Trans-4-(8-chloro-5-methoxy-5,6-dihydro-4H-[1,2,4]triazolo[4,3-a][1]benzazepin-1-yl)cyclohexyl](4-methylpiperazin-1-yl)methanone